6-bromo-N'-(2-chloro-5-fluoro-phenyl)-4-[(5-hydroxy-2-adamantyl)amino]pyrrolo[1,2-b]-pyridazine-3-carboxamidine BrC=1C=C2N(N=CC(=C2NC2C3CC4CC(CC2C4)(C3)O)C(=NC3=C(C=CC(=C3)F)Cl)N)C1